4-(9-Acryloyl-2-fluoro-12-oxo-7,7a,8,9,10,11-hexahydro-6H,12H-4,5a,9,11a-tetraazabenzo[5,6]cycloocta[1,2,3-cd]inden-3-yl)-2-amino-7-fluorobenzo[b]thiophene-3-carbonitrile C(C=C)(=O)N1CC2N(C(C=3C=4N(C=NC4C(=C(C3)F)C3=CC=C(C=4SC(=C(C43)C#N)N)F)CC2)=O)CC1